7-Amino-5-fluoro-4-methyl-1-oxo-2,3-dihydro-inden NC=1C=C(C(=C2CCC(C12)=O)C)F